di(8-nonenyl) phthalate C(C=1C(C(=O)OCCCCCCCC=C)=CC=CC1)(=O)OCCCCCCCC=C